BrC1=CC=C2C(OC(C2=C1)P(OC)(OC)=O)=O Dimethyl 6-bromo-3-oxo-1,3-dihydroisobenzofuran-1-ylphosphonate